C=1N=CN2C1C1=CC=CC=C1[C@H]2[C@H]2CCC=1C=CN=CC1[C@H]2O (7R,8S)-7-((R)-5H-Imidazo[5,1-a]isoindol-5-yl)-5,6,7,8-tetrahydroisochinolin-8-ol